C(CCCCCCCCCCCCCCCCCCCCC)(=O)OC[C@@H](OC(CCCCCCCCCCCCCCCCC)=O)COP(=O)([O-])OCC[N+](C)(C)C 1-docosanoyl-2-octadecanoyl-sn-glycero-3-phosphocholine